methyl (2R)-1-[2-[[6-[5-(6-methyl-2-pyridyl)-1H-imidazol-4-yl]-3-quinolyl]amino]ethyl]piperazine-2-carboxylate CC1=CC=CC(=N1)C1=C(N=CN1)C=1C=C2C=C(C=NC2=CC1)NCCN1[C@H](CNCC1)C(=O)OC